FC=1C=C(C=CC1OC1=CC=NC2=CC(=C(N=C12)NC)OC)NC(=O)C1=CN(C(=C(C1=O)C1=CC=C(C=C1)F)C)C(C)C N-[3-fluoro-4-[[7-methoxy-6-(methylamino)-1,5-naphthyridin-4-yl]oxy]phenyl]-5-(4-fluorophenyl)-6-methyl-4-oxo-1-propan-2-ylpyridine-3-carboxamide